1-benzyl 2-methyl (2R,4R)-4-((tert-butyldimethylsilyl)oxy)pyrrolidine-1,2-dicarboxylate [Si](C)(C)(C(C)(C)C)O[C@@H]1C[C@@H](N(C1)C(=O)OCC1=CC=CC=C1)C(=O)OC